CC1=CC=C(CC(C(=O)C2=CC=C(C=C2)N2CCOCC2)(CC)N(C)C)C=C1 2-(4-methylbenzyl)-2-dimethylamino-1-(4-morpholinophenyl)-1-butanone